ClC1=CC=C2C(=N1)C1(C(N2)=O)CCC(CC1)O 5'-chloro-4-hydroxy-2'-oxospiro[cyclohexane-1,3'-pyrrolo[3,2-b]pyridin]